(3S,4R)-1-(5-(3,5-dimethyl-1H-pyrazol-4-yl)-1H-pyrrole-2-carbonyl)-N-(4-fluoro-3-methylphenyl)-4-methylpyrrolidine-3-carboxamide CC1=NNC(=C1C1=CC=C(N1)C(=O)N1C[C@H]([C@H](C1)C)C(=O)NC1=CC(=C(C=C1)F)C)C